4-Isopropyl-2-vinyl-6H-thieno[2,3-d]pyridazin-7-one C(C)(C)C=1C2=C(C(NN1)=O)SC(=C2)C=C